C(C)C1C(C1)N1C(C(=CC=C1)NC(=O)C=1C(=NC=2N(C1)C=C(N2)[C@]21CO[C@@](C2)(C1)C)OC(C)C)=O trans-N-(1-(2-ethylcyclopropyl)-2-oxo-1,2-dihydropyridin-3-yl)-7-isopropoxy-2-(1-methyl-2-oxabicyclo[2.1.1]hexan-4-yl)imidazo[1,2-a]pyrimidine-6-carboxamide